4-(R)-butenyl-4(R)-methyl-N-methyl-L-threonine C(=CCC)[C@H]([C@H]([C@H](NC)C(=O)O)O)C